phenyl (4-(1-methylcyclopropyl)phenyl)carbamate CC1(CC1)C1=CC=C(C=C1)NC(OC1=CC=CC=C1)=O